FC1=CC(=C(OC=2C=C(C=C(C2)B2OC(C(O2)(C)C)(C)C)C(C)(C)O)C(=C1)C)C 2-(3-(4-fluoro-2,6-dimethylphenoxy)-5-(4,4,5,5-tetramethyl-1,3,2-dioxaborolan-2-yl)phenyl)propan-2-ol